5-{1-fluoro-3-hydroxy-7-[(4,4,4-trifluoro-2-hydroxybutyl)amino]-5,6,7,8-tetrahydronaphthalen-2-yl}-1λ6,2,5-thiadiazolidine-1,1,3-trione FC1=C(C(=CC=2CCC(CC12)NCC(CC(F)(F)F)O)O)N1CC(NS1(=O)=O)=O